(S)-N-(2-(2-aminopropanamido)ethyl)-4-((3-(1-(2,2-difluoroethyl)-3-(trifluoromethyl)-1H-pyrazol-4-yl)imidazo[1,2-a]pyrazin-8-yl)amino)-2-ethylbenzamide formate C(=O)O.N[C@H](C(=O)NCCNC(C1=C(C=C(C=C1)NC=1C=2N(C=CN1)C(=CN2)C=2C(=NN(C2)CC(F)F)C(F)(F)F)CC)=O)C